(R)-1-(2-(4-(3,5-Dichlorophenyl)Piperazin-1-yl)-2-Oxo-1-Phenylethyl)Pyrrolidine-2,5-Dione ClC=1C=C(C=C(C1)Cl)N1CCN(CC1)C([C@@H](C1=CC=CC=C1)N1C(CCC1=O)=O)=O